Cl.Cl.S1C=CC=C1.S1C=CC=C1 dithiophene dihydrochloride